COC[C@H](OCC=1N=CSC1)C1=CC(=C(C(=O)O)C=C1)C |r| rac-(R)-4-(2-methoxy-1-(thiazol-4-ylmethoxy)ethyl)-2-methylbenzoic acid